NC1=C(C(N(C2=CC(=CC=C12)OC(F)F)C1=C(C=C(C=C1)N)C)=O)C(=O)OC methyl 4-amino-1-(2-methyl-4-amino phenyl)-7-(difluoromethoxy)-2-oxo-1,2-dihydroquinoline-3-carboxylate